2-(benzothiazol-2-yl)-4-(phenanthrene-9-yl)phenol S1C(=NC2=C1C=CC=C2)C2=C(C=CC(=C2)C=2C1=CC=CC=C1C=1C=CC=CC1C2)O